N-(1-cyclopropylsulfonylpyrazolo[3,4-b]pyridin-4-yl)-1,1-diphenyl-methanimine C1(CC1)S(=O)(=O)N1N=CC=2C1=NC=CC2N=C(C2=CC=CC=C2)C2=CC=CC=C2